(2,5-dicyanopentyl)isobutyramide C(#N)C(CC(C(=O)N)(C)C)CCCC#N